C([C@@H]([C@H]([C@H](C(=O)[O-])O)O)O)O The molecule is a lyxonate that is the conjugate base of L-lyxonic acid, obtained by the deprotonation of the carboxy group. It has a role as a metabolite. It is a conjugate base of a L-lyxonic acid. It is an enantiomer of a D-lyxonate.